(S)-4-amino-7-fluoro-N-(6-iodo-2,3-dihydrobenzofuran-3-yl)-N-methylimidazo[1,5-a]quinoxaline-8-carboxamide NC=1C=2N(C3=CC(=C(C=C3N1)F)C(=O)N(C)[C@@H]1COC3=C1C=CC(=C3)I)C=NC2